1,4-dihydrobenzoquinone C1(C=CC(C=C1)=O)=O